C1C[C@H](NC1)C(=O)N[C@@H](CCCN=C(N)N)C(=O)N2CCC[C@H]2C(=O)O The molecule is a tripeptide composed of L-proline, L-arginine and L-proline joined in sequence by peptide linkages. It derives from a L-proline and a L-arginine.